NC(C(=O)O)(CCCCB(O)O)CO 2-amino-6-borono-2-(hydroxymethyl)hexanoic acid